Methyl 4-(2-phenoxybenzamido)picolinate O(C1=CC=CC=C1)C1=C(C(=O)NC2=CC(=NC=C2)C(=O)OC)C=CC=C1